FC(C1=NN=C(O1)C1=CC=C(CN2N=CC(=C2)C=2C=CC(=NC2)N)C=C1)F 5-(1-(4-(5-(difluoromethyl)-1,3,4-oxadiazol-2-yl)benzyl)-1H-pyrazol-4-yl)pyridin-2-amine